ONC(\C=C\C1=C(C=CC=C1)NCC1=NC=C(C=C1)C(C)C)=O (E)-N-hydroxy-3-(2-(((5-isopropylpyridin-2-yl)methyl)amino)phenyl)acrylamide